(R)-5-chloro-N-(1-cyclopropyl-2,2,2-trifluoroethyl)-7-methylpyrazolo[1,5-a]Pyrimidine-3-Formamide ClC1=NC=2N(C(=C1)C)N=CC2C(=O)N[C@@H](C(F)(F)F)C2CC2